C(C)OC(=O)C1=C(C=C(NC2(CCC2)C(=O)O)C=C1)F [4-(ethoxycarbonyl)-3-fluoroanilino]cyclobutane-1-carboxylic acid